N-(4-(2-chlorophenyl)-2-(4,4-difluorocyclohex-1-en-1-yl)pyridin-3-yl)-2-isopropylpyrimidine-5-carboxamide ClC1=C(C=CC=C1)C1=C(C(=NC=C1)C1=CCC(CC1)(F)F)NC(=O)C=1C=NC(=NC1)C(C)C